S(=O)(=O)(C1=CC=C(C)C=C1)OCCOCC1CN(CCO1)C(=O)OC(C)(C)C tert-butyl 2-((2-(tosyloxy)ethoxy)methyl)morpholine-4-carboxylate